BrC1=NC=CC(=C1)\C(\CC1=NC=CC=C1)=N/NC=1C(=CC(=NC1)F)OC[C@H]1OCCOC1 5-{(2Z)-2-[1-(2-bromopyridin-4-yl)-2-(pyridin-2-yl)ethylidene]hydrazinyl}-4-{((2S)-1,4-dioxan-2-yl)methoxy}-2-fluoropyridine